C(C1=CC=CC=C1)(=O)OC1=CC(=C(C=C1I)O)I 4-benzoyloxy-2,5-diiodophenol